ClC=1N=C(C2=C(N1)C=CC=N2)NC(C(=O)OCC)(CCCC)CC Ethyl 2-((2-chloropyrido[3,2-d]pyrimidin-4-yl)amino)-2-ethylhexanoate